FC(CO)(C(C(CO)(F)F)(F)F)F 2,2,3,3,4,4-hexafluoropentane-1,5-diol